C(C1=CC=CC=C1)OC(=O)NC(C(=O)O)CNC(=O)C1=CC2=NC=CC=C2S1 2-(((benzyloxy)carbonyl)amino)-3-(thieno[3,2-b]pyridine-2-carboxamido)propanoic acid